FC=1C=NC(=NC1)N[C@H]1[C@@H](CN(CC1)C(C=C)=O)OCC1=CC=C(C=C1)C(F)(F)F 1-(trans-4-(5-fluoropyrimidin-2-ylamino)-3-(4-(trifluoromethyl)benzyloxy)piperidin-1-yl)prop-2-en-1-one